Cl.Cl.Cl.NCCCC(CCNC1=CC(=NC2=CC(=C(C=C12)OC)OC)C1=CC=C(C=C1)OC)NC 1-(3-aminopropyl)-N3-(6,7-dimethoxy-2-(4-methoxyphenyl)quinolin-4-yl)-N1-methylpropane-1,3-Diamine trihydrochloride